7-Bromo-5-fluoro-2,3-dihydrobenzo[b][1,4]dioxin BrC=1C=C(C2=C(OCCO2)C1)F